7a-(4-(difluoromethyl)phenyl)-4b,5-dihydroxy-4-methoxy-N,N-dimethyl-7-phenyl-4b,6,7,7a-tetrahydro-5H-cyclopenta[4,5]furo[2,3-c]pyridine-6-carboxamide FC(C1=CC=C(C=C1)C12C(C3=C(C=NC=C3OC)O1)(C(C(C2C2=CC=CC=C2)C(=O)N(C)C)O)O)F